methyl 3-bromo-1H-indazole-4-carboxylate BrC1=NNC=2C=CC=C(C12)C(=O)OC